[C@H]12CN(C[C@H](CC1)N2)C2=NC(=NC1=C(C(=CC=C21)C2=CC(=CC1=CC=C(C(=C21)C#C)F)O)F)OC[C@]21[C@H](N(CCC2)C)CCC1 4-(4-((1R,5S)-3,8-diazabicyclo[3.2.1]octan-3-yl)-8-fluoro-2-(((4aS,7aR)-1-methyloctahydro-4aH-cyclopenta[b]pyridin-4a-yl)methoxy)quinazolin-7-yl)-5-ethynyl-6-fluoronaphthalen-2-ol